8-((2-aminophenyl)amino)imidazo[1,2-a]pyridin NC1=C(C=CC=C1)NC=1C=2N(C=CC1)C=CN2